indole-7-carbonitrile 2,2,2-trifluoroacetate FC(C(=O)O)(F)F.N1C=CC2=CC=CC(=C12)C#N